benzyl ((S)-1-(4,4-difluorocyclohexyl)-2-oxo-2-((4-((R)-1-(4,4,4-trifluorobutanamido)ethyl)pyridin-2-yl)amino)ethyl)carbamate FC1(CCC(CC1)[C@@H](C(NC1=NC=CC(=C1)[C@@H](C)NC(CCC(F)(F)F)=O)=O)NC(OCC1=CC=CC=C1)=O)F